(2R,3S,4S)-4-hydroxy-2-[(4-methoxyphenyl)methyl]pyrrolidin-3-yl N-(2-{2-hydroxy-6-azaspiro[3.4]octan-6-yl}ethyl)carbamate OC1CC2(C1)CN(CC2)CCNC(O[C@H]2[C@H](NC[C@@H]2O)CC2=CC=C(C=C2)OC)=O